FC1=NC2=CC=C(C=C2C=C1)NN fluoro-6-hydrazinylquinoline